FC1=C(C=CC(=C1)OCCCC1CCN(CC1)C1=NC=C(C=N1)COC)CC(=O)N1CC(C1)CO 2-(2-fluoro-4-(3-(1-(5-(methoxymethyl)pyrimidin-2-yl)piperidin-4-yl)propoxy)phenyl)-1-(3-(hydroxyl-methyl)azetidin-1-yl)ethan-1-one